C(C)OC1(CCN(CC1)CC(F)(F)F)C1=CC=C(C=C1)C(=O)N1CCC(CC1)C1=CC=C(C=C1)C(F)(F)F (4-(4-ethoxy-1-(2,2,2-trifluoroethyl)piperidin-4-yl)phenyl)(4-(4-(trifluoromethyl)phenyl)piperidin-1-yl)methanone